5-(hydroxymethyl)-3',6'-dihydro-[2,4'-bipyridine]-1'(2'H)-carboxylic acid tert-butyl ester C(C)(C)(C)OC(=O)N1CCC(=CC1)C1=NC=C(C=C1)CO